2-[6-amino-5-[8-[2-[3-[3-(hydroxymethyl)-1-piperidyl]prop-1-ynyl]-4-pyridyl]-3,8-diazabicyclo[3.2.1]octan-3-yl]pyridazin-3-yl]phenol NC1=C(C=C(N=N1)C1=C(C=CC=C1)O)N1CC2CCC(C1)N2C2=CC(=NC=C2)C#CCN2CC(CCC2)CO